O=S1(CCC2=C1C=CC=C2)=O 1,1-dioxo-2,3-dihydro-1-benzothiophene